(R)-2-(3-(5-(trifluoromethyl)pyridin-2-yloxy)pyrrolidin-1-yl)benzoic acid FC(C=1C=CC(=NC1)O[C@H]1CN(CC1)C1=C(C(=O)O)C=CC=C1)(F)F